F[P-](F)(F)(F)(F)F.COC1=CC=C(C=C1)C1OC(=CC(=C1)C1=CC=C(C=C1)OC)C1=CC=C(C=C1)OC 2,4,6-tri-(4-methoxyphenyl)pyran hexafluorophosphate